1-(3-fluoro-4-[[2-(1-methylpiperidine-4-carbonyl)-1,6-naphthyridin-7-yl]amino]phenyl)pyrazole-3-carboxylic acid FC=1C=C(C=CC1NC1=NC=C2C=CC(=NC2=C1)C(=O)C1CCN(CC1)C)N1N=C(C=C1)C(=O)O